C(C)(=O)O.CN1C(NCCC1)=O 3-methyl-1,3-diazacyclohexan-2-one acetate